P-(4-((2-(2-(2-HYDROXYETHOXY)ETHOXY)ETHOXY)CARBONYL)-1-PIPERAZINYL)-N,N-DIMETHYLPHOSPHONAMIDATE OCCOCCOCCOC(=O)N1CCN(CC1)P([O-])(=O)N(C)C